tert-Butyl 3-[4-(N-phenylanilino)phenyl]azetidine-1-carboxylate C1(=CC=CC=C1)N(C1=CC=CC=C1)C1=CC=C(C=C1)C1CN(C1)C(=O)OC(C)(C)C